ClC=1N=C2C(=C(C(N(C2=CC1)C)=O)C#N)N1CCN(CC1)CC1=C(C=CC=C1OC)Cl 6-chloro-4-{4-[(2-chloro-6-methoxyphenyl)methyl]piperazin-1-yl}-1-methyl-2-oxo-1,2-dihydro-1,5-naphthyridine-3-carbonitrile